NC=1C2=C(N=CN1)N(C(=C2C2=CCC(CC2(F)F)C(=O)N2CCCC2)C2=CC=C(C=C2)NC(C(=C)C)=O)C N-(4-(4-amino-5-(6,6-difluoro-4-(pyrrolidine-1-carbonyl)cyclohex-1-en-1-yl)-7-methyl-7H-pyrrolo[2,3-d]pyrimidin-6-yl)phenyl)methacrylamide